2-((2-(4-(((tert-butoxycarbonyl)(2-(4-fluorophenyl)cyclopropyl)amino)methyl)piperidin-1-yl)ethyl)amino)pyrimidine-5-carboxylic Acid C(C)(C)(C)OC(=O)N(C1C(C1)C1=CC=C(C=C1)F)CC1CCN(CC1)CCNC1=NC=C(C=N1)C(=O)O